FC(CCCOC(C1=CC=CC=C1)=O)(CC=C)F.FC1=CC=C(C=C1)C1=NN2C(CN(CC2)CCNC)=C1C1=CC(=NC=C1)NC(C)=O N-(4-(2-(4-fluorophenyl)-5-(2-(methylamino)ethyl)-4,5,6,7-tetrahydropyrazolo[1,5-a]pyrazin-3-yl)pyridin-2-yl)acetamide 4,4-difluorohept-6-en-1-yl-benzoate